methyl 2-[3-[[5-[[3-[tert-butyl(dimethyl)silyl]oxy-2,6-dimethyl-phenyl]carbamoyl] thiazol-2-yl]amino]-4-methyl-pyrazol-1-yl]-3-methoxy-propanoate [Si](C)(C)(C(C)(C)C)OC=1C(=C(C(=CC1)C)NC(=O)C1=CN=C(S1)NC1=NN(C=C1C)C(C(=O)OC)COC)C